ClC=1C=C(NC2(CCC3(C(CC4=CC=C(C=C34)O)C[C@H](COC3=CC=NC=4CCC[C@H](C34)C)C)CC2)C(=O)O)C=CC1 4-(3-Chloroanilino)-6'-hydroxy-2'-[(2R)-2-methyl-3-{[(5R)-5-methyl-5,6,7,8-tetrahydroquinolin-4-yl]oxy}propyl]-2',3'-dihydrospiro[cyclohexane-1,1'-indene]-4-carboxylic acid